CN(CCCN(CCC(=O)OCCCCCCCC(C)C)CCC(=O)OCCCCCCCC(C)C)CCCN(CCC(=O)OCCCCCCCC(C)C)CCC(=O)OCCCCCCCC(C)C tetrakis(8-methylnonyl) 3,3',3'',3'''-(((methylazanediyl)bis(propane-3,1-diyl))bis(azanetriyl))tetrapropionate